tert-butyl (S)-(6-(4-(1-((5-(2,4-difluorophenoxy)pyrazin-2-yl)amino)-1-oxopropan-2-yl)-2,2-dimethylpiperazine-1-carbonyl)-3-methoxypyrazin-2-yl)carbamate FC1=C(OC=2N=CC(=NC2)NC([C@H](C)N2CC(N(CC2)C(=O)C2=CN=C(C(=N2)NC(OC(C)(C)C)=O)OC)(C)C)=O)C=CC(=C1)F